2-(3-iodophenyl)pyrido[3,4-d]Pyrimidine-8-amine IC=1C=C(C=CC1)C=1N=CC2=C(N1)C(=NC=C2)N